1-(3-(difluoromethoxy)phenyl)-3-(2-(thieno[3,2-d]pyrimidine-4-carbonyl)-2-azaspiro[3.3]heptan-6-yl)urea FC(OC=1C=C(C=CC1)NC(=O)NC1CC2(CN(C2)C(=O)C=2C3=C(N=CN2)C=CS3)C1)F